OC1CN(CC1)CCCN1C=CC2=CC=CC=C12 1-(3-(3-hydroxypyrrolidin-1-yl)propyl)indole